1-{4-[5-(3-Chloro-4-cyclohexylphenyl)-[1,2,4]-oxadiazol-3-yl]-benzyl}-4-ethyl-piperidine-4-carboxylic acid ClC=1C=C(C=CC1C1CCCCC1)C1=NC(=NO1)C1=CC=C(CN2CCC(CC2)(C(=O)O)CC)C=C1